NCCOC(C(=O)O)C (2-aminoethoxy)-propanoic acid